CC1(C(C(=CC2(CCN(C2)S(=O)(=O)C=2C=NC=CC2)C1)C#N)=O)C 9,9-dimethyl-8-oxo-2-[(pyridin-3-yl)sulfonyl]-2-azaspiro[4.5]dec-6-ene-7-carbonitrile